9,9-dimethyl-9H-fluoren-2-ylamine CC1(C2=CC=CC=C2C=2C=CC(=CC12)N)C